((2S,4R,5R)-4-Acetoxy-5-(2-amino-8-oxo-7-(prop-2-yn-1-yl)-7,8-dihydro-9H-purin-9-yl)tetrahydrofuran-2-yl)methyl acetat C(C)(=O)OC[C@H]1O[C@H]([C@@H](C1)OC(C)=O)N1C2=NC(=NC=C2N(C1=O)CC#C)N